(1S,3S)-3-((6-(5-chloro-3-(((2,2-difluorobenzo[d][1,3]dioxol-5-yl)oxy)methyl)thiophen-2-yl)-2-methylpyridin-3-yl)oxy)cyclohexane-1-carboxylic acid ClC1=CC(=C(S1)C1=CC=C(C(=N1)C)O[C@@H]1C[C@H](CCC1)C(=O)O)COC1=CC2=C(OC(O2)(F)F)C=C1